tert-butyl [(2R)-1-fluoro-5-hydrazinyl-5-oxopentan-2-yl]carbamate FC[C@@H](CCC(=O)NN)NC(OC(C)(C)C)=O